4,6-dichloro-2-(1H-pyrazol-1-yl)pyrimidine ClC1=NC(=NC(=C1)Cl)N1N=CC=C1